N-(4-(5-(6-(4,4-difluoropiperidin-1-yl)pyridin-2-yl)-1H-imidazol-2-yl)-3-(6-azaspiro[2.5]octan-6-yl)phenyl)-2-hydroxyethane-1-sulfonamide FC1(CCN(CC1)C1=CC=CC(=N1)C1=CN=C(N1)C1=C(C=C(C=C1)NS(=O)(=O)CCO)N1CCC2(CC2)CC1)F